ICC\C=C\CCCCCCCCCC(OCC)OCC (3E)-1-iodo-14,14-diethoxy-3-tetradecene